((2'-(4-(4-fluorophenyl)piperazin-1-yl)-[2,4'-bipyrimidin]-4-yl)ethynyl)-1H-indazole FC1=CC=C(C=C1)N1CCN(CC1)C1=NC=CC(=N1)C1=NC=CC(=N1)C#CN1N=CC2=CC=CC=C12